tert-butyl (3S,4R)-3-((5-chloropyrido[2,3-d]pyridazin-8-yl)amino)-4-(hydroxymethyl)pyrrolidine-1-carboxylate ClC1=C2C(=C(N=N1)N[C@@H]1CN(C[C@H]1CO)C(=O)OC(C)(C)C)N=CC=C2